FC=1C(=CC(=C(C1)N1C(C=CC2=CC(=CC=C12)S(=O)(=O)NC1=NC=CC=N1)=O)OC)[C@H]1[C@@H](C1)C(F)(F)F (P)-1-(5-fluoro-2-methoxy-4-((1R,2R)-2-(trifluoromethyl)cyclopropyl)phenyl)-2-oxo-N-(pyrimidin-2-yl)-1,2-dihydroquinoline-6-sulfonamide